Cl.CN(C=1C2=C(N=CN1)NC=C2)[C@H]2CNCC[C@H]2C N-methyl-N-[(3R,4R)-4-methylpiperidine-3-yl]-7H-pyrrolo[2,3-d]pyrimidine-4-amine hydrochloride